(S)-2-allyloxycarbonylaminopentanedioic acid 5-tert-butyl ester C(C)(C)(C)OC(CC[C@@H](C(=O)O)NC(=O)OCC=C)=O